5-(azetidin-3-yl)-2-[4-(trifluoromethoxy)phenoxy]Pyridine N1CC(C1)C=1C=CC(=NC1)OC1=CC=C(C=C1)OC(F)(F)F